C(C)(C)(C)C1=NOC(=N1)C(=O)NCC1=C(C=C(C=C1)C1=NC=NC=2NC3=CC=C(C=C3C21)C2CCNCC2)C 3-(Tert-butyl)-N-(2-methyl-4-(6-(piperidin-4-yl)-9H-pyrimido[4,5-b]indol-4-yl)benzyl)-1,2,4-oxadiazole-5-carboxamide